FC=1C=C(C=C2CN(C(C12)=O)C1C(NC(CC1)=O)=O)CN1CCN(CC1)C1=CC=C(C=C1)[C@@H]1[C@@H](CCC2=CC(=CC=C12)O)C1=CC=CC=C1 3-(7-fluoro-5-((4-(4-((1S,2R)-6-hydroxy-2-phenyl-1,2,3,4-tetrahydronaphthalen-1-yl)phenyl)piperazin-1-yl)methyl)-1-oxoisoindolin-2-yl)piperidine-2,6-dione